tert-butyl 2-((4-bromo-6-chloropyridazin-3-yl)ethynyl)-7-azaspiro[3.5]nonane-7-carboxylate BrC1=C(N=NC(=C1)Cl)C#CC1CC2(C1)CCN(CC2)C(=O)OC(C)(C)C